iridium tris(triphenylphosphine) C1(=CC=CC=C1)P(C1=CC=CC=C1)C1=CC=CC=C1.C1(=CC=CC=C1)P(C1=CC=CC=C1)C1=CC=CC=C1.C1(=CC=CC=C1)P(C1=CC=CC=C1)C1=CC=CC=C1.[Ir]